NC1=NC=2C=NC(=CC2C2=C1COC2)C(=O)N2C(CC[C@@H](C2)C)C=2C=C1C3(C(NC1=C(C2)F)=O)CCC3 5'-((5S)-1-(4-amino-1,3-dihydrofurano[3,4-c][1,7]naphthyridine-8-carbonyl)-5-methylpiperidin-2-yl)-7'-fluorospiro[cyclobutane-1,3'-indolin]-2'-one